N-methoxy-N-methylethanamine CON(CC)C